FC1(CN(CCC1)C#N)F 3,3-difluoropiperidine-1-carbonitrile